C(C)N1C[C@@H](CCC1)NC=1N=NC(=C(N1)C)C1=C(C=C(C#N)C=C1)O 4-[3-[[(3R)-1-ethyl-3-piperidinyl]amino]-5-methyl-1,2,4-triazin-6-yl]-3-hydroxy-benzonitrile